α-Glycidoxypropyltripropoxysilan C(C1CO1)OC(CC)[Si](OCCC)(OCCC)OCCC